(4-hydroxyphenyl)(phenyl)methanone OC1=CC=C(C=C1)C(=O)C1=CC=CC=C1